3-(4-(benzo[d]thiazol-7-yl)phenyl)-N-(2-ethynyl-thiazol-4-yl)azetidine-1-carboxamide S1C=NC2=C1C(=CC=C2)C2=CC=C(C=C2)C2CN(C2)C(=O)NC=2N=C(SC2)C#C